C1(CC1)N(C=1C2=C(N=CN1)N(C=C2)CC2(C(CN(CC2)C(=O)OC(C)(C)C)O)O)CC2=CC=C(C=C2)C(F)(F)F tert-Butyl 4-((4-(cyclopropyl(4-(trifluoromethyl)benzyl)amino)-7H-pyrrolo[2,3-d]pyrimidin-7-yl)methyl)-3,4-dihydroxypiperidine-1-carboxylate